1-(4-bromo-2-chloro-5-methyl-phenyl)-2,2,2-trifluoro-ethanone BrC1=CC(=C(C=C1C)C(C(F)(F)F)=O)Cl